FC=1C(=NC(=CC1)F)NC1=NC=CC=C1C1=NC(=C(C(=N1)C(=O)N)OC)C1=C2C=NNC2=CC=C1C 2-[2-[(3,6-difluoro-2-pyridinyl)amino]-3-pyridinyl]-5-methoxy-6-(5-methyl-1H-indazol-4-yl)pyrimidine-4-carboxamide